4-bromo-2-fluoro-6-(1-hydroxypropyl)phenol BrC1=CC(=C(C(=C1)C(CC)O)O)F